(R)-4-((1-(3-(difluoromethyl)-2-fluorophenyl)ethyl)amino)-2-methyl-6-(3-(trifluoromethyl)oxetan-3-yl)-2,6-dihydropyrido[3,4-d]pyridazine-1,7-dione FC(C=1C(=C(C=CC1)[C@@H](C)NC1=NN(C(C=2C1=CN(C(C2)=O)C2(COC2)C(F)(F)F)=O)C)F)F